tert-butyl 4-(2-(6-fluoro-1H-indol-3-yl) acetamido)-3-methylpiperidine-1-carboxylate FC1=CC=C2C(=CNC2=C1)CC(=O)NC1C(CN(CC1)C(=O)OC(C)(C)C)C